(R)-3-(3-((5-(1H-pyrazol-5-yl)-1H-pyrrolo[2,3-b]pyridin-4-yl)amino)piperidin-1-yl)-3-oxopropanenitrile N1N=CC=C1C=1C(=C2C(=NC1)NC=C2)N[C@H]2CN(CCC2)C(CC#N)=O